5-chloro-N4-(1-(ethylsulfonyl)indolin-7-yl)-N2-(2-methoxy-4-(4-(4-methylpiperazin-1-yl)piperidin-1-yl)phenyl)pyrimidine-2,4-diamine ClC=1C(=NC(=NC1)NC1=C(C=C(C=C1)N1CCC(CC1)N1CCN(CC1)C)OC)NC=1C=CC=C2CCN(C12)S(=O)(=O)CC